C(\C=C/CCCCCCCCCCCCCC(=O)O)C(=O)O cis-2-hexadecene-1,16-dicarboxylic acid